trifluoromethanesulfonic acid (4-((methoxycarbonyl)oxy)phenyl)dimethylsulfonium salt COC(=O)OC1=CC=C(C=C1)[S+](C)C.FC(S(=O)(=O)[O-])(F)F